3-[6-[(2-methoxyethyl)(methyl)amino]pyrazin-2-yl]-1H-indole-7-carbonitrile COCCN(C1=CN=CC(=N1)C1=CNC2=C(C=CC=C12)C#N)C